Platinum (II) [bis(phenyl-Pyridinyl)propane] C1(=CC=CC=C1)C=1C(=NC=CC1)C(C)(C)C1=NC=CC=C1C1=CC=CC=C1.[Pt+2]